[Cr].[Co].ClC=1C(=NC(=NC1)NC1=CC=C(C=C1)N1CCNCC1)C(=O)NC1=C(C=CC=C1OC)C#N 5-chloro-N-(2-cyano-6-methoxyphenyl)-2-((4-(piperazin-1-yl)phenyl)amino)pyrimidine-4-carboxamide cobalt-chromium